NC1(CCC2([C@H](CC3=CC=CC=C23)C[C@H](CO)C)CC1)C(=O)OC methyl (1r,2'S,4S)-4-amino-2'-[(2R)-3-hydroxy-2-methylpropyl]-2',3'-dihydrospiro[cyclohexane-1,1'-indene]-4-carboxylate